8-bromo-2,3,4,5-tetrahydro-1H-benzo[d]azepin-1-amine dihydrochloride Cl.Cl.BrC=1C=CC2=C(C(CNCC2)N)C1